ClC=1C=C2C=C(NC2=CC1C=1N=C2N(C=CC=C2)C1)CNC(C)=O N-((5-chloro-6-(imidazo[1,2-a]pyridin-2-yl)-1H-indol-2-yl)methyl)acetamide